ClC1=CC=C(C=C1)C(N1C[C@@H](N(C[C@H]1CC)C1=C(C(=NC(=N1)Cl)NC[C@@H]1OCCC1)N)C)C1=CC=C(C=C1)Cl 6-((2S,5R)-4-(bis(4-chlorophenyl)methyl)-5-ethyl-2-methylpiperazin-1-yl)-2-chloro-N4-(((R)-tetrahydrofuran-2-yl)methyl)pyrimidine-4,5-diamine